2,3,7-TRIMETHYL-OCT-6-ENYL-ACETAT CC(CCC(=O)[O-])C(CCC=C(C)C)C